(S)-1-(benzo[d][1,3]dioxol-4-ylmethyl)-N-(4-cyclopropylphenyl)-2-methylpyrrolidine-2-carboxamide O1COC2=C1C=CC=C2CN2[C@@](CCC2)(C(=O)NC2=CC=C(C=C2)C2CC2)C